C(C)(C)(C)OC(=O)N1CCN(C2=CC=CC(=C12)OC)C1=CC2=C(N=C(N=C2)NC2=CC=C(C=C2)N2CCN(CC2)C)N(C1=O)C 8-methoxy-4-[8-methyl-2-[4-(4-methylpiperazin-1-yl)anilino]-7-oxo-pyrido[2,3-d]pyrimidin-6-yl]-2,3-dihydroquinoxaline-1-carboxylic acid tert-butyl ester